N-cyclohexyl-2-(3-methoxy-4-(2-((3-methoxy-5-(trifluoromethyl)phenyl)amino)-2-oxoethoxy)phenyl)-2-oxoacetamide C1(CCCCC1)NC(C(=O)C1=CC(=C(C=C1)OCC(=O)NC1=CC(=CC(=C1)C(F)(F)F)OC)OC)=O